ClC=1C=C(CNC2=NC(=NC3=CC=C(C=C23)C=2C(=NOC2C)C)N2CCC(CC2)S(=O)(=O)C)C=CC1 N-(3-chlorobenzyl)-6-(3,5-dimethyl-isoxazol-4-yl)-2-(4-(methylsulfonyl)piperidin-1-yl)quinazolin-4-amine